N'-(1,1,1-trifluoropropane-2-yl)benzohydrazide FC(C(C)NNC(C1=CC=CC=C1)=O)(F)F